C(C)(C)(C)C1=CC(=NC=C1)C1=NC=CC(=C1)C(C)(C)C 4-tert-butyl-2-(4-tert-butyl-2-pyridinyl)-pyridine